FC=1C=NN(C1)C1=CC=C(C=N1)[C@H](C)N1C(N(C2(C1=O)CCNCC2)C)=O (S)-3-(1-(6-(4-fluoro-1H-pyrazol-1-yl)pyridin-3-yl)ethyl)-1-methyl-1,3,8-triazaspiro[4.5]decane-2,4-dione